4-bromo-N-(8-(4,4-difluoropiperidin-1-yl)quinolin-6-yl)-2-(6-azaspiro[2.5]octan-6-yl)benzamide BrC1=CC(=C(C(=O)NC=2C=C3C=CC=NC3=C(C2)N2CCC(CC2)(F)F)C=C1)N1CCC2(CC2)CC1